3-{[(5Z,8Z)-3-[18F]Fluorotetradeca-5,8-dien-1-yl]Sulfanyl}propanoic acid [18F]C(CCSCCC(=O)O)C\C=C/C\C=C/CCCCC